3-methyl-2-oxo-benzimidazol CN1C(NC2=C1C=CC=C2)=O